FC([C@]12N(C=3C(=NN=C(C3)C3=C(C(=CC=C3)F)O)NC1)C[C@@H](C2)OC=2C=C1CCNC(C1=CC2)C)F 2-((6aR,8R)-6a-(Difluoromethyl)-8-((1-methyl-1,2,3,4-tetrahydroisoquinolin-6-yl)oxy)-5,6,6a,7,8,9-hexahydropyrrolo[1',2':4,5]pyrazino[2,3-c]pyridazin-2-yl)-6-fluorophenol